CC1(CC=C(CC1)B1OC(C(O1)(C)C)(C)C)C(=O)OCC ethyl 1-methyl-4-(4,4,5,5-tetramethyl-1,3,2-dioxaborolan-2-yl)cyclohex-3-ene-1-carboxylate